4-(piperazin-1-yl)-2H-indazole-7-carboxamide N1(CCNCC1)C=1C2=CNN=C2C(=CC1)C(=O)N